N-[1-(2,3-Dihydro-1,4-benzodioxin-6-yl)-2-methylpropyl]thieno[2,3-d]pyrimidin-4-amine O1CCOC2=C1C=CC(=C2)C(C(C)C)NC=2C1=C(N=CN2)SC=C1